5-(4-amino-2,3,6-trifluoro-5-iodo-phenyl)sulfanyl-2-fluoro-benzonitrile NC1=C(C(=C(C(=C1I)F)SC=1C=CC(=C(C#N)C1)F)F)F